C(C)(C)N1N=CC=2C1=NC(=CC2)N 1-isopropyl-1H-pyrazolo[3,4-b]pyridin-6-amine